2-(2,6-dichloro-4-(6-(difluoromethyl)-3,5-dioxo-4,5-dihydro-1,2,4-triazin-2(3H)-yl)phenoxy)-5-hydroxy-N-methylpyridine-4-sulfonamide ClC1=C(OC2=NC=C(C(=C2)S(=O)(=O)NC)O)C(=CC(=C1)N1N=C(C(NC1=O)=O)C(F)F)Cl